IC1=CCN(C=C1)C1=NN(C=C1)COCC[Si](C)(C)C 4-iodo-1-(1-((2-(trimethylsilyl)ethoxy)methyl)-1H-pyrazol-3-yl)-1H-pyridine